N7-(5-methyl-1H-pyrazol-3-yl)-N-((1R,3s,5S)-8-(pyridin-3-ylsulfonyl)-8-azabicyclo[3.2.1]octan-3-yl)-1,6-naphthyridine-5,7-diamine CC1=CC(=NN1)NC=1N=C(C=2C=CC=NC2C1)NC1C[C@H]2CC[C@@H](C1)N2S(=O)(=O)C=2C=NC=CC2